N-methyl-7-(trifluoromethyl)isochroman-4-amine CNC1COCC2=CC(=CC=C12)C(F)(F)F